FC(C(=O)O)(F)F.FC(C(=O)O)(F)F.FC=1C=C(C=C2C(=CN=C(C12)NC=1C=C(C=2N(C1)C=C(N2)C)F)C)C2CCNCC2 8-fluoro-N-(8-fluoro-2-methylimidazo[1,2-a]pyridine-6-yl)-4-methyl-6-(piperidin-4-yl)isoquinolin-1-amine bis(2,2,2-trifluoroacetate)